FC1=C(COC(=O)NCC2=C(C=NN2C)C2=CC=C(C=N2)O[C@@H]2C[C@H](CCC2)C(=O)O)C=C(C=C1)F (1S,3S)-3-((6-(5-(((((2,5-difluoro-benzyl)oxy)carbonyl)amino)methyl)-1-methyl-1H-pyrazol-4-yl)pyridin-3-yl)oxy)cyclohexane-1-carboxylic acid